Bis(ethylamino)ethylsilane C(C)NC(C[SiH3])NCC